Cl.COC=1C(=C(C(=CC1)C)NC(=O)C1=CN=C(S1)NCC1CCNCC1)C N-(3-methoxy-2,6-dimethyl-phenyl)-2-(4-piperidylmethylamino)thiazole-5-carboxamide hydrochloride